Ethyl 6-chloro-7-(2-(hydroxymethyl)-6,7-dihydro-4H-pyrazolo[5,1-c][1,4]thiazin-3-yl)-3-(3-((3-((4-methoxybenzyl) thio) naphthalen-1-yl) oxy) propyl)-1-methyl-1H-indole-2-carboxylate ClC1=CC=C2C(=C(N(C2=C1C=1C(=NN2C1CSCC2)CO)C)C(=O)OCC)CCCOC2=CC(=CC1=CC=CC=C21)SCC2=CC=C(C=C2)OC